C[C@]1(CN(CCC1)C1=NC(=CC(=C1)C1=C(C=CC(=C1)NC(=O)N1C[C@@H](CC1)CC(F)(F)F)C)N1CCOCC1)NC(OC(C)(C)C)=O tert-butyl N-[(3S)-3-methyl-1-(4-[2-methyl-5-[(3S)-3-(2,2,2-trifluoroethyl)pyrrolidine-1-carbonylamino]phenyl]-6-(morpholin-4-yl)pyridin-2-yl)piperidin-3-yl]carbamate